2-chloro-N-(5-(furan-2-yl)-1,3,4-oxadiazol-2-yl)-4-methoxybenzamide ClC1=C(C(=O)NC=2OC(=NN2)C=2OC=CC2)C=CC(=C1)OC